tert-butyl (2-((3-(cyclohexylmethoxy)phenyl)thio)ethyl)carbamate C1(CCCCC1)COC=1C=C(C=CC1)SCCNC(OC(C)(C)C)=O